(3-chlorophenyl) 2-phenylpropionate C1(=CC=CC=C1)C(C(=O)OC1=CC(=CC=C1)Cl)C